FC1=CC=C(C=C1)C(/C=C/C=1C=C(OCCC(=O)O)C=CC1)=O 3-[3-[(E)-3-(4-Fluorophenyl)-3-oxoprop-1-enyl]phenoxy]propanoic acid